1-methylbenzen CC1=CC=CC=C1